C1(=CC=CC=C1)S(=O)(=O)[O-].[Ca+2].C1(=CC=CC=C1)S(=O)(=O)[O-] Calcium phenylsulfonate